BrC=1C=C(C(N(C1)C)=O)C(=O)OC methyl 5-bromo-1-methyl-2-oxo-1,2-dihydropyridine-3-carboxylate